CC1=C(C=CC=C1)/C=C/C(C)=O (E)-4-(2-methylphenyl)-3-buten-2-one